(6-methoxy-2-naphthyl)-propionic acid methyl-(2S)-2-[[(2S)-2-[(7-chloro-4-methoxy-1H-indole-2-carbonyl)amino]-3-cyclopropyl-propanoyl]amino]-3-[(3S)-2-oxo-3-piperidyl]propanoate COC([C@H](C[C@H]1C(NCCC1)=O)NC([C@H](CC1CC1)NC(=O)C=1NC2=C(C=CC(=C2C1)OC)Cl)=O)=O.COC=1C=C2C=CC(=CC2=CC1)C(C(=O)O)C